FC1(CCC(CC1)[C@@H](C(=O)NC1=C(C=C(C=C1)[C@@H](C(=O)N(CC(F)(F)F)C)C)F)NC(=O)C1=CC=NN1CC)F N-((S)-1-(4,4-difluorocyclohexyl)-2-((2-fluoro-4-((S)-1-(methyl(2,2,2-trifluoroethyl)amino)-1-oxopropan-2-yl)phenyl)amino)-2-oxoethyl)-1-ethyl-1H-pyrazole-5-carboxamide